6-ethylpicolinic acid C(C)C1=CC=CC(=N1)C(=O)O